2,6-diazaspiro[3.4]octan-8-carbonitrile C1NCC12CNCC2C#N